N-(2-Amino-3-fluoro-4-((4-nitrobenzyl)amino)phenyl)decanamid NC1=C(C=CC(=C1F)NCC1=CC=C(C=C1)[N+](=O)[O-])NC(CCCCCCCCC)=O